BrC=1C(=C(SC1Br)C(=O)[C@](N)(C(C)C)C(=O)NOC)C 2-[(4,5-dibromo-3-methyl-2-thienyl)carbonyl]-N-methoxyvalinamide